methylenaminobenzoic acid methyl ester COC(C1=C(C=CC=C1)N=C)=O